C(C=C)(=O)N1CC(CC1)C=1C=C(N2C=NC=CC21)C2=CC=C(C(=O)NC1=CC(=CC=C1)F)C=C2 4-(5-(1-acryloylpyrrolidin-3-yl)pyrrolo[1,2-c]pyrimidin-7-yl)-N-(3-fluorophenyl)benzamide